C(C)OC(=O)C=1C(C=C2N(C(CC3=CC(=C(C=C23)OC)C=2C=NC(=CC2)N2CCN(CC2)C)C(C)(C)C)C1)=O 6-tert-butyl-10-methoxy-9-[6-(4-methylpiperazin-1-yl)pyridin-3-yl]-2-oxo-6,7-dihydro-2H-pyrido[2,1-a]Isoquinoline-3-carboxylic acid ethyl ester